C1(=CC=CC=C1)C=1C=C(N)C=C(C1)C1=CC=CC=C1 3,5-diphenylaniline